NC(C([C@H](C[C@@H]1C(NCC1)=O)NC([C@@H](CC1CCCCC1)NC(=O)C1(C2=CC=CC=C2C=2C=CC=CC12)O)=O)=O)=O N-((R)-1-(((S)-4-amino-3,4-dioxo-1-((R)-2-oxopyrrolidin-3-yl)butan-2-yl)amino)-3-cyclohexyl-1-oxopropan-2-yl)-9-hydroxy-9H-fluorene-9-carboxamide